1-(1-methyl-1H-pyrazol-4-yl)-6-(1-(3-methyloxetan-3-yl)piperidin-4-yl)-1H-indazole-5-carbonitrile CN1N=CC(=C1)N1N=CC2=CC(=C(C=C12)C1CCN(CC1)C1(COC1)C)C#N